OC1=CC=C(C=C1)C(=C(CC)C1=CC=C(C=C1)O)C1=CC=C(C=C1)N1CCN(CC1)CC=1C(=C2C(N(C(C2=CC1)=O)C1C(NC(CC1)=O)=O)=O)Br 5-((4-(4-(1,2-bis(4-hydroxyphenyl)but-1-en-1-yl)phenyl)piperazin-1-yl)methyl)-4-bromo-2-(2,6-dioxopiperidin-3-yl)isoindoline-1,3-dione